N-((1R,2R)-2-methoxycyclobutyl)-7-(methylamino)-5-((4'-(oxetan-3-yl)-2-oxo-2H-[1,2'-bipyridyl]-3-yl)amino)pyrazolo[1,5-a]pyrimidine-3-carboxamide CO[C@H]1[C@@H](CC1)NC(=O)C=1C=NN2C1N=C(C=C2NC)NC=2C(N(C=CC2)C2=NC=CC(=C2)C2COC2)=O